N=1N=C(N2C1C=CC=C2)[C@@H]2C[C@@H](CCC2)NC2=NC=C(C(=N2)O[C@H]([C@@H](C)O)C)C(F)(F)F (2R,3S)-3-[2-[[(1R,3S)-3-([1,2,4]triazolo[4,3-a]pyridin-3-yl)cyclohexyl]amino]-5-(trifluoromethyl)pyrimidin-4-yl]oxybutan-2-ol